C12C3C=CCC3C(CC1)C2 Tricyclo[5.2.1.02,6]dec-3-ene